(2S,4S)-6-chloro-N-{3-[2-(4-chloro-3-fluorophenoxy)acetamido]bicyclo[1.1.1]pentan-1-yl}-7-fluoro-4-hydroxy-3,4-dihydro-2H-1-benzopyran-2-carboxamide ClC=1C(=CC2=C([C@H](C[C@H](O2)C(=O)NC23CC(C2)(C3)NC(COC3=CC(=C(C=C3)Cl)F)=O)O)C1)F